N1=C(N=CC=C1)S(=O)(=O)C=1SC=CN1 2-(pyrimidylsulfonyl)thiazole